3-dimethylamino-2,2-dimethyl-1-hydroxy-1-propanol CN(CC(C(O)O)(C)C)C